4-chloro-N-(1-methylsulfonylpiperidin-4-yl)-5-(trifluoromethyl)pyrimidin-2-amine ClC1=NC(=NC=C1C(F)(F)F)NC1CCN(CC1)S(=O)(=O)C